ClC=1C=C(C=C(C1)Cl)[N+]1(CCN(CC1)S(=O)(=O)C1=CC=C(C=C1)NC(C1=C(C=CC(=C1)C1OC1)N(S(=O)(=O)C)C)=O)[O-] N-[4-[4-(3,5-Dichlorophenyl)-4-oxido-piperazin-4-ium-1-yl]sulfonylphenyl]-2-[methyl(methyl-sulfonyl)amino]-5-(oxiran-2-yl)benzamide